rel-5-[(1R,6S)-5-[(7-ethyl-6-oxo-5H-1,5-naphthyridin-3-yl)methyl]-2,5-diazabicyclo[4.1.0]heptan-2-yl]-N-methylpyridine-2-carboxamide C(C)C=1C(NC=2C=C(C=NC2C1)CN1CCN([C@@H]2C[C@H]12)C=1C=CC(=NC1)C(=O)NC)=O |o1:17,19|